C1(CCCC1)N1C=NC(=C1)NC1=NC(=NC=C1)N(C1CCC(CC1)NC(=O)C1CC2=CC=CC=C2C1)C N-((1R,4R)-4-((4-((1-cyclopentyl-1H-imidazol-4-yl)amino)pyrimidin-2-yl)(methyl)amino)cyclohexyl)-2,3-dihydro-1H-indene-2-carboxamide